N,N-bis((4-(tributylsilyl)phenyl)(2-(trifluoromethoxy)phenyl)phosphaneyl)benzamide C(CCC)[Si](C1=CC=C(C=C1)P(N(C(C1=CC=CC=C1)=O)P(C1=C(C=CC=C1)OC(F)(F)F)C1=CC=C(C=C1)[Si](CCCC)(CCCC)CCCC)C1=C(C=CC=C1)OC(F)(F)F)(CCCC)CCCC